C(C1=CC=CC=C1)OC1=CC(=C(C(=O)O)C=C1OC1CC1)[N+](=O)[O-] 4-(Benzyloxy)-5-cyclopropyloxy-2-nitrobenzoic acid